4'-ethynyl-2-fluoro-2'-deoxyadenosine methyl-5-(N-(1-(3,4-dichlorophenyl)-2-(dimethylamino)ethyl)sulfamoyl)-2-(trifluoromethoxy)benzoate CC=1C(=C(C(=O)OC[C@@]2([C@H](C[C@@H](O2)N2C=NC=3C(N)=NC(=NC23)F)O)C#C)C=C(C1)S(NC(CN(C)C)C1=CC(=C(C=C1)Cl)Cl)(=O)=O)OC(F)(F)F